COCCNCC1=C(NC2=CC=CC=C2CC=2N(C=CC2)CCC(=O)OC(C)(C)C)C=CC=C1 2-(((2-Methoxyethyl)amino)methyl)anilinebenzyl-1-(3-(tert-butoxy)-3-oxopropyl)-1H-pyrrole